N,N,N',N'-Tetrakis(2-hydroxyethyl)adipoamid OCCN(C(CCCCC(=O)N(CCO)CCO)=O)CCO